BrC1=CC=C(C=C1)N1C=NC(=C1)[N+](=O)[O-] 1-(4-bromophenyl)-4-nitro-1H-imidazole